3-chloropyrazin-2(1H)-one ClC=1C(NC=CN1)=O